C(=O)=C1NN=C2C=3N=NN=NC3C3=CC=CC=C3C2=C1 carbonyl-hexaazatriphenylene